CN(/C=C/C1=NC(=NC=C1C(=O)NC1CCC(CC1)NC(OC(C)(C)C)=O)C1=CC2=CN(N=C2C(=C1OCOC)C)C)C tert-butyl ((1r,4r)-4-(4-((E)-2-(dimethylamino) vinyl)-2-(6-(methoxymethoxy)-2,7-dimethyl-2H-indazol-5-yl)pyrimidine-5-carboxamido) cyclohexyl)carbamate